2-methyl-5-(3-(trifluoromethyl)phenyl)-N-(3-(pyrrolidin-1-ylmethyl)-1,2,4-thiadiazol-5-yl)furan-3-carboxamide CC=1OC(=CC1C(=O)NC1=NC(=NS1)CN1CCCC1)C1=CC(=CC=C1)C(F)(F)F